NC1=C(C(NC2=C(C=CC=C12)C1=C(C=CC(=C1)OCC1=NC(=CC=C1)C)F)=O)C(=O)NCCC 4-Amino-8-[2-fluoro-5-[(6-methyl-2-pyridyl)methoxy]phenyl]-2-oxo-N-propyl-1H-quinoline-3-carboxamide